methyl 3-(bis(tert-butoxycarbonyl) amino)-5-methylpicolinate C(C)(C)(C)OC(=O)N(C=1C(=NC=C(C1)C)C(=O)OC)C(=O)OC(C)(C)C